2-(1-(1H-imidazole-1-carbonyl)piperidin-4-ylidene)-2-(5-chlorothiophen-2-yl)acetonitrile N1(C=NC=C1)C(=O)N1CCC(CC1)=C(C#N)C=1SC(=CC1)Cl